2,4-tolylenediamine CC1=C(C=C(C=C1)N)N